2-chloro-N-(3-chloro-4-fluorophenyl)-3-(2-((1-(hydroxymethyl)cyclobutyl)amino)-2-oxoacetyl)-5,6,7,8-tetrahydroindolizine-1-carboxamide ClC=1C(=C2CCCCN2C1C(C(=O)NC1(CCC1)CO)=O)C(=O)NC1=CC(=C(C=C1)F)Cl